NC=1C=C2C(=C(C=NC2=C(C1)C#N)C#N)NCC(C)(C)C 6-amino-4-(neopentylamino)quinoline-3,8-dicarbonitrile